BrC1=CC=C(N=N1)N[C@@H]1CC[C@H]2CN(C[C@H]21)C(=O)C2=CC1=NN(C=C1S2)CC(F)(F)F [(3aS,4R,6aR)-4-[(6-Bromo-3-pyridazinyl)amino]hexahydrocyclopenta[c]pyrrol-2(1H)-yl][2-(2,2,2-trifluoroethyl)-2H-thieno[3,2-c]pyrazol-5-yl]methanone